(4-fluorophenyl)-3-iodo-2-(2-methoxy-1,1-dimethyl-ethyl)indole FC1=CC=C(C=C1)C1=C2C(=C(NC2=CC=C1)C(COC)(C)C)I